6-(hydroxymethyl)-2,3-dimethylisoindol-1-one OCC1=CC=C2C(N(C(C2=C1)=O)C)C